BrC1=NNC2=C(C(=CC=C12)SCCC(=O)OC)Cl 3-bromo-7-chloro-6-((3-methoxy-3-oxopropyl)thio)-1H-indazole